tert-butyl 3-hydroxypyrrolo[3,2-b]pyrrole-1(2H)-carboxylate OC1=C2C(N(C1)C(=O)OC(C)(C)C)=CC=N2